OCC=1C(=C(C=CC1C(C)(C)C)O)CO bis(hydroxymethyl)para-tertiary butylphenol